4-hydroxy-1-methyl-3-{4-[naphthalen-1-yl(phenyl)amino]benzoyl}quinolin OC1=C(CN(C2=CC=CC=C12)C)C(C1=CC=C(C=C1)N(C1=CC=CC=C1)C1=CC=CC2=CC=CC=C12)=O